2,8-bis(3-cyclohexylpropyl)anthra[1,2-b:5,6-b']dithiophene C1(CCCCC1)CCCC1=CC2=C(S1)C1=CC=3C=CC4=C(SC(=C4)CCCC4CCCCC4)C3C=C1C=C2